NC=1OC2=C(C=NC=C2N2C(COC(C2)C(=O)N2[C@H](C3=C(C=C(C=C3CC2)Cl)Cl)C)=O)N1 4-(2-aminooxazolo[4,5-c]pyridin-7-yl)-6-((S)-6,8-dichloro-1-methyl-1,2,3,4-tetrahydroisoquinoline-2-carbonyl)morpholin-3-one